NCC1CCC(CC1)N[C@H](CCCCN1CCCCC1)C(=O)N1[C@@H](CN(CC1)C=1O[C@H]([C@@H](N1)C)C1=CC=CC=C1)C(=O)NCC=1C=C2C(=CNC2=CC1)Cl (2S)-1-{N-[4-(aminomethyl)cyclohexyl]-6-piperidin-1-yl-D-norleucyl}-N-[(3-chloro-1H-indol-5-yl)methyl]-4-[(4S,5S)-4-methyl-5-phenyl-4,5-dihydro-1,3-oxazol-2-yl]piperazine-2-carboxamide